N(N)C(=O)C12CC(C1)(C2)NC(CO[C@@H]2C[C@@H](C2)OC(F)(F)F)=O N-(3-(hydrazinocarbonyl)bicyclo[1.1.1]pent-1-yl)-2-(cis-3-(trifluoromethoxy)cyclobutoxy)acetamide